Cl.CN(C)CC=1C(=NN(C1)C1=NC(=NC=C1)NC1=C(C=C(C(=C1)C)N1CCC(CC1)N1CCN(CC1)C)OC)C1=CC=CC=C1 4-(4-((dimethylamino)methyl)-3-phenyl-1H-pyrazol-1-yl)-N-(2-methoxy-5-methyl-4-(4-(4-methylpiperazin-1-yl)piperidin-1-yl)phenyl)pyrimidin-2-amine hydrochloride